1,5-bis(allyloxy)pentan-3-one C(C=C)OCCC(CCOCC=C)=O